Cl.NCC(COC=1C(=C(C#N)C=CC1)C)=CF (2-(aminomethyl)-3-fluoroallyloxy)-2-methylbenzonitrile hydrochloride